P(OCCCC)(OCCCC)O di-butyl hydrogen phosphite